The molecule is the isopropyl ester of prostaglandin F2alpha in which the pentyl group is replaced by a 3-(trifluoromethyl)phenoxymethyl group. A synthetic analogue of prostaglandin F2alpha, ophthalmic solutions of travoprost are used as a topical medication for controlling the progression of open-angle glaucoma and ocular hypertension, by reducing intraocular pressure. It is a pro-drug; the isopropyl ester group is hydrolysed by esterases in the cornea to the biologically active free acid, fluprostenol. It has a role as an antiglaucoma drug, an antihypertensive agent, a prodrug, an ophthalmology drug and a prostaglandin receptor agonist. It is a prostaglandins Falpha, a member of (trifluoromethyl)benzenes and an isopropyl ester. It derives from a fluprostenol. CC(C)OC(=O)CCC/C=C\\C[C@H]1[C@H](C[C@H]([C@@H]1/C=C/[C@H](COC2=CC=CC(=C2)C(F)(F)F)O)O)O